2,9-Dichloro-7,8-dihydro-6H-cyclopenta[g]quinoline ClC1=NC2=C(C3=C(C=C2C=C1)CCC3)Cl